CC1=C(C=C(C=C1)N1CCN(CC1)C(=O)OC(C)(C)C)C(NC1(CC1)C1=C2C=CC=NC2=CC(=C1)B1OC(C(O1)(C)C)(C)C)=O tert-Butyl 4-(4-methyl-3-((1-(7-(4,4,5,5-tetramethyl-1,3,2-dioxaborolan-2-yl)quinolin-5-yl)cyclopropyl) carbamoyl)phenyl)piperazine-1-carboxylate